1-cyclopropyl-4-fluoro-1H-benzo[d]imidazol-2(3H)-one C1(CC1)N1C(NC2=C1C=CC=C2F)=O